FC(C=1C(=NC(=NC1)NC1=CC(=C(C(=O)OC)C=C1)B1OC(C(O1)(C)C)(C)C)NCCC)F methyl 4-((5-(difluoromethyl)-4-(propylamino)pyrimidin-2-yl)amino)-2-(4,4,5,5-tetramethyl-1,3,2-dioxaborolan-2-yl)benzoate